(rac)-2-(6-(((1R,2R,5S)-8-azabicyclo[3.2.1]octan-2-yl)thio)-4-methylpyridazin-3-yl)-5-(trifluoromethyl)phenol [C@H]12[C@@H](CC[C@H](CC1)N2)SC2=CC(=C(N=N2)C2=C(C=C(C=C2)C(F)(F)F)O)C |r|